FC1=C(CC2=NN=CN2)C=CC=C1 (2-fluorobenzyl)-4H-1,2,4-triazole